tert-butyl 5-((3-(4-chloro-3-(2,4-dioxotetrahydropyrimidin-1(2H)-yl) benzoyl)-3-azaspiro[5.5]undecan-9-yl) methyl)-2,5-diazabicyclo[2.2.1]heptane-2-carboxylate ClC1=C(C=C(C(=O)N2CCC3(CC2)CCC(CC3)CN3C2CN(C(C3)C2)C(=O)OC(C)(C)C)C=C1)N1C(NC(CC1)=O)=O